CNC(O)=O.C(C)(C)C=1C=CC=CC1 m-isopropylbenzene Methylcarbamate